tert-butyl 2-bromo-7-(4-(dimethylcarbamoyl)-3-methylphenyl)-5H-pyrrolo[2,3-b]pyrazine-5-carboxylate BrC=1N=C2C(=NC1)N(C=C2C2=CC(=C(C=C2)C(N(C)C)=O)C)C(=O)OC(C)(C)C